C(C)NCCO N-ethyl-2-hydroxy-ethylamine